4-(3-(2,4-Dichlorophenyl)-2,3-dihydrobenzo[b][1,4]dioxin-5-yl)piperidine-1-carboxylic acid ClC1=C(C=CC(=C1)Cl)C1OC2=C(OC1)C=CC=C2C2CCN(CC2)C(=O)O